methyl 2-[(4-methoxyphenyl)sulfamoyl]acetate COC1=CC=C(C=C1)NS(=O)(=O)CC(=O)OC